NC=1C=2C(C(NN1)=O)=NN(C2C2=CC(=C(C=C2)OC2=NC(=CC=C2)C)OC)C2=CC=C(C=C2)NC(C(=C)F)=O N-(4-(4-amino-3-(3-methoxy-4-((6-methylpyridin-2-yl)oxy)phenyl)-7-oxo-6,7-dihydro-2H-pyrazolo[3,4-d]pyridazin-2-yl)phenyl)-2-fluoroacrylamide